C(C)(C)(C)OC(=O)N1C[C@H]([C@@](CC1)(C1=CN2C(=NC(=CC2=O)O)S1)O)F.OCC[NH2+]CCO |r| di(2-hydroxyethan-1-yl)ammonium tert-butyl-rac-(3R,4S)-3-fluoro-4-hydroxy-4-(7-hydroxy-5-oxo-thiazolo[3,2-a]pyrimidin-2-yl)piperidine-1-carboxylate